SC1=NC=2N(C(=N1)O)N=CC2 2-Sulfanyl-pyrazolo[1,5-a][1,3,5]triazin-4-ol